ethyl [2-tert-butyl-6-(2-methoxyethyl)-5,8-dioxo-5,6,7,8-tetrahydro-4H-pyrazolo[1,5-a]pyrrolo[3,4-d]pyrimidin-4-yl]acetate C(C)(C)(C)C1=NN2C(N(C3=C(C2=O)CN(C3=O)CCOC)CC(=O)OCC)=C1